3-methylbut-2-en-1-one CC(=CC=O)C